4-[6-(pyridin-3-yl)-2-[1H-pyrrolo[2,3-b]pyridin-4-yl]pyrimidin-4-yl]morpholine N1=CC(=CC=C1)C1=CC(=NC(=N1)C1=C2C(=NC=C1)NC=C2)N2CCOCC2